FC(CNC1=NC=CC(=C1)C=1OC=C(N1)C(=O)NC=1C(=NN(C1)C)N1C(N(CC1)CCO)=O)F 2-(2-((2,2-difluoroethyl)amino)pyridin-4-yl)-N-(3-(3-(2-hydroxyethyl)-2-oxoimidazolidin-1-yl)-1-methyl-1H-pyrazol-4-yl)-1,3-oxazole-4-carboxamide